bis(3-(triethoxysilyl) propyl) trisulfide C(C)O[Si](CCCSSSCCC[Si](OCC)(OCC)OCC)(OCC)OCC